OC1(CCN(CC1)C(=O)OCC1=CC=CC=C1)COCC=C benzyl 4-hydroxy-4-[(prop-2-en-1-yloxy)methyl]piperidine-1-carboxylate